COC1=C(C=CC=C1C)NC1=C(NC2=C1C(NCC2)=O)C2=C(C=NC=C2)OC[C@H]2NCCC2 3-[(2-methoxy-3-methylphenyl)amino]-2-{3-[(2S)-pyrrolidin-2-ylmethoxy]pyridin-4-yl}-1H,5H,6H,7H-pyrrolo[3,2-c]pyridin-4-one